ethyl 1-(5-(4-(benzyloxy)-2-bromo-5-(2-cyclopropylethoxy) phenyl)-2,2-dimethylpyrrolidin-1-yl)-4-oxo-1,4-dihydropyridine-3-carboxylate C(C1=CC=CC=C1)OC1=CC(=C(C=C1OCCC1CC1)C1CCC(N1N1C=C(C(C=C1)=O)C(=O)OCC)(C)C)Br